4-neopentyl-2-(8-phenylphenanthro[3,2-b]benzofuran-10-yl)pyridine C(C(C)(C)C)C1=CC(=NC=C1)C1=CC2=C(C3=C(O2)C=C2C4=CC=CC=C4C=CC2=C3)C(=C1)C1=CC=CC=C1